N'-(4-(diethylamino)-2-hydroxybenzylidene)-7-isopropyl-3-methylazulene-1-carbohydrazide C(C)N(C1=CC(=C(C=NNC(=O)C2=CC(=C3C=CC=C(C=C23)C(C)C)C)C=C1)O)CC